CC1(CCN(CC1)CC1=C(C=C(C=C1)N1CC(NC2(C1)CCN(CC2)C(=O)OC(C)(C)C)=O)F)C tert-Butyl 4-(4-((4,4-dimethylpiperidin-1-yl)methyl)-3-fluorophenyl)-2-oxo-1,4,9-triazaspiro[5.5]undecane-9-carboxylate